S1C=NC2=C1C=C(C=C2)\C=C\2/N=C(NC2=O)N[C@H]2CC(CCC2)(F)F |r| (±)-(4Z)-4-(1,3-Benzothiazol-6-ylmethylene)-2-[(3,3-difluorocyclohexyl)amino]-1H-imidazol-5-one